benzyl (2S,4S)-4-(iodomethyl)-4-methyl-5-oxo-2-phenyloxazolidine-3-carboxylate IC[C@]1(N([C@@H](OC1=O)C1=CC=CC=C1)C(=O)OCC1=CC=CC=C1)C